BrC=1N=CC(=NC1)NC(=O)C=1C(=CC=2N(C1)C=C(N2)C)OCC N-(5-bromopyrazin-2-yl)-7-ethoxy-2-methylimidazo[1,2-a]pyridine-6-carboxamide